ClC1=CC=C(O1)C1C(=NN(C1(C(=O)NCC(CN(C)C)OC)C)C1=C(C=C(C=C1)F)F)C1=C(C=C(C=C1)F)F (5-chlorofuran-2-yl)-1,3-bis(2,4-difluorophenyl)-N-(3-(dimethylamino)-2-methoxypropyl)-5-methyl-4,5-dihydro-1H-pyrazole-5-carboxamide